4-(tritylthio)piperidine C(C1=CC=CC=C1)(C1=CC=CC=C1)(C1=CC=CC=C1)SC1CCNCC1